(R)-N-benzyl-1-phenylethylamine C[C@H](C1=CC=CC=C1)NCC2=CC=CC=C2